C1(=CC=CC=C1)CCN (R)-(+)-phenylethylamine